4-(1-(cyclopentyl(pyridin-2-yl)methyl)-5-(3,5-dimethylisoxazol-4-yl)-1H-pyrrolo[2,3-b]pyridin-3-yl)-N-methylbenzamide C1(CCCC1)C(N1C=C(C=2C1=NC=C(C2)C=2C(=NOC2C)C)C2=CC=C(C(=O)NC)C=C2)C2=NC=CC=C2